dibenzyl-18-isobutyl-24-isopropyl-2,2,9,11,17,21-hexamethyl-4,7,10,13,16,19,22,25,28-nonaoxo-3-oxa-5,8,11,14,17,20,23,26,29-nonaazadotriacontane-32-thioate C(C1=CC=CC=C1)C(C(OC(NCC(NC(C(N(CC(NCC(N(C(C(NC(C(NC(C(NCC(NCCC([O-])=S)=O)=O)C(C)C)=O)C)=O)CC(C)C)C)=O)=O)C)=O)C)=O)=O)(C)C)CC1=CC=CC=C1